C(CCC)C(C(=O)OCCN(C(C=CC(NCCOCCN(C)C)=O)=O)CCOC(C(CCCCCC)CCCC)=O)CCCCCC 13-{2-[(2-butyl-1-oxooctyl) oxy] ethyl}-2-methyl-9,12-dioxo-5-oxa-2,8,13-triazapentadec-10-en-15-yl 2-butyloctanoate